ClC1=CN=CC(=N1)O[C@@H]1CN(CCC1)C(=O)OC(C)(C)C tert-butyl (S)-3-((6-chloropyrazin-2-yl)oxy)piperidine-1-carboxylate